FC(OC1=CC=C(OC2=CC=C(C=C2)C2=C(NC=3CCC(CC3C2=O)C)C)C=C1)(F)F 3-(4-(4-Trifluoromethoxyphenoxy)phenyl)-2,6-dimethyl-5,6,7,8-tetrahydroquinolin-4(1H)-one